3-bromo-6-chloro-2-(trifluoromethyl)pyridine BrC=1C(=NC(=CC1)Cl)C(F)(F)F